4-methyl-1,2-phenylene bis(2,4,6-trimethylbenzoate) CC1=C(C(=O)OC2=C(C=C(C=C2)C)OC(C2=C(C=C(C=C2C)C)C)=O)C(=CC(=C1)C)C